NCC(C)(O)O Aminomethyl-ethanediol